C(C=C)(=O)OC=1C2=CC=CC=C2C(=C2C=CC=CC12)OC(C=C)=O 9,10-bis(acryloyloxy)anthracene